COC=1C=C2C(=NC=3C4=C(C=CC3C2=CC1OC)C=C1C(=C4)OCO1)OCCN1CCCCC1 2,3-Dimethoxy-13-(2-(piperidin-1-yl)ethoxy)-[1,3]dioxolo[4',5':4,5]benzo[1,2-c]phenanthridine